2,4-Dichloro-6-(trifluoromethyl)pyrimidinecaproyl-ethanesulfonic acid ClC1(NC(=CC(=N1)Cl)C(F)(F)F)CCCCCC(=O)C(C)S(=O)(=O)O